FC=1C=C(C=C(C1)F)[C@@H]1CC(=NN1)C(=O)N1CCN(CC1)C1=NC=C(C(=N1)N1C=C(C=C1C)C(=O)N)F (S)-1-(2-(4-(5-(3,5-difluorophenyl)-4,5-dihydro-1H-pyrazole-carbonyl)piperazin-1-yl)-5-fluoropyrimidin-4-yl)-5-methyl-1H-pyrrole-3-carboxamide